tert-Butyl 3-(4-(hydroxymethyl)pyridin-2-yl)pyrrolidine-1-carboxylate OCC1=CC(=NC=C1)C1CN(CC1)C(=O)OC(C)(C)C